BrC=1N=C(N2C1C(=NC=C2)N)C21COC(CC2)(CC1)CO[Si](C1=CC=CC=C1)(C1=CC=CC=C1)C(C)(C)C 1-bromo-3-(1-(((tert-butyldiphenylsilyl)oxy)methyl)-2-oxabicyclo[2.2.2]Oct-4-yl)imidazo[1,5-A]Pyrazin-8-amine